C(OC1CCC2C3CCC4CCCC4C3CCC2=C1)(OCCN1CC(NCC1)=O)=O 2,3,6,7,8,9,10,11,12,13,14,15,16,17-tetradecahydro-1H-cyclopenta[a]phenanthren-3-yl (2-(3-oxopiperazin-1-yl)ethyl) carbonate